(2-((5-chloro-2-((4-(7-(dimethylamino)-2-azaspiro[3.5]nonan-2-yl)phenyl)amino)pyrimidin-4-yl)amino)phenyl)dimethylphosphine oxide ClC=1C(=NC(=NC1)NC1=CC=C(C=C1)N1CC2(C1)CCC(CC2)N(C)C)NC2=C(C=CC=C2)P(C)(C)=O